C(\C=C/C(=O)O)(=O)O.C(\C=C/C(=O)O)(=O)O.CN1CCNCC1 4-methylpiperazine dimaleate